(±)-N-(3,4-dichlorophenyl)-6,7,8,9-tetrahydro-5H-5,8-epiminobenzo[7]annulene-10-carboxamide ClC=1C=C(C=CC1Cl)NC(=O)N1C2CCC1CC1=C2C=CC=C1